C(C)(=O)O[C@H](C)C1=NC=2C(=C3C(=NC2)NC=C3)N1N1CCC(CC1)CC#N (R)-1-(1-(4-(cyanomethyl)piperidin-1-yl)-1,6-dihydroimidazo[4,5-d]pyrrolo[2,3-b]pyridine-2-yl)ethyl acetate